C(C)N1CCN(CC1)C=1C=CC(=NC1)NC1=NC=C(C(=N1)C1=CC2=NC=CC(=C2S1)C(C)(C)O)F 2-[2-[2-[[5-(4-Ethylpiperazin-1-yl)pyridin-2-yl]amino]-5-fluoropyrimidin-4-yl]thieno[3,2-b]pyridin-7-yl]propan-2-ol